3-(2-methoxyphenyl)-N-{[1,3]thiazolo[4,5-c]pyridin-2-yl}pyridine-4-carboxamide COC1=C(C=CC=C1)C=1C=NC=CC1C(=O)NC=1SC2=C(C=NC=C2)N1